N-(4-(2-isopropoxypropan-2-yl)thiazol-2-yl)-1-(3-(pyridin-3-yl)propyl)-1H-pyrrole-2-carboxamide C(C)(C)OC(C)(C)C=1N=C(SC1)NC(=O)C=1N(C=CC1)CCCC=1C=NC=CC1